C1(CCC1)N1[C@H](CN(CC1)CC1=CC=2N(C=C1)N=CC2N2C(N(C(CC2)=O)CC2=C(C=C(C=C2)OC)OC)=O)C (S)-1-(5-((4-cyclobutyl-3-methylpiperazin-1-yl)methyl)pyrazolo[1,5-a]pyridin-3-yl)-3-(2,4-dimethoxybenzyl)dihydropyrimidine-2,4(1H,3H)-dione